Hydroxyethylpiperazin-Ethansulfonic acid OCCC1N(CCNC1)CCS(=O)(=O)O